C1CCCC12OCCCC2 6-oxaspiro[4.5]decan